(2S)-4-[[5-chloro-2-methyl-3-[[5-(2-oxopyrrolidin-3-yl)-1,3,4-oxadiazol-2-yl]amino]phenyl]methyl]-2-methyl-piperazine-1-carboxylic acid isopropyl ester C(C)(C)OC(=O)N1[C@H](CN(CC1)CC1=C(C(=CC(=C1)Cl)NC=1OC(=NN1)C1C(NCC1)=O)C)C